ethyl 2-(7-bromo-5-(cyclopropylmethoxy) benzo[b]thiophen-2-yl)-4-methylthiazole-5-carboxylate BrC1=CC(=CC2=C1SC(=C2)C=2SC(=C(N2)C)C(=O)OCC)OCC2CC2